3-(3-nitrophenyl)-1H-indole [N+](=O)([O-])C=1C=C(C=CC1)C1=CNC2=CC=CC=C12